Rac-(5aR,6S,7R,8R,8aS)-5a-(4-bromophenyl)-3-chloro-8,8a-dihydroxy-6-phenyl-5a,7,8,8a-tetrahydro-6H-cyclopenta[4,5]furo[3,2-b]pyridine-7-carbothioamide BrC1=CC=C(C=C1)[C@]12[C@](C3=NC=C(C=C3O1)Cl)([C@@H]([C@@H]([C@H]2C2=CC=CC=C2)C(N)=S)O)O |r|